FC(C(=O)O)(F)F.OC(C(=O)N)C 2-hydroxypropanamide trifluoroacetate salt